N-(2-Aminoethyl)-3-aminopropyl-trimethoxy-silan NCCNCCC[Si](OC)(OC)OC